5-[3-chloro-5-methoxy-4-[[5-(4-piperidylmethyl)-3,4-dihydro-1H-isoquinolin-2-yl]methyl]phenyl]-1,3,4-trimethyl-pyridin-2-one ClC=1C=C(C=C(C1CN1CC2=CC=CC(=C2CC1)CC1CCNCC1)OC)C=1C(=C(C(N(C1)C)=O)C)C